N-phenyldibenzo[b,d]thiophen-4-amine C1(=CC=CC=C1)NC1=CC=CC2=C1SC1=C2C=CC=C1